5-(4-chloro-3-methoxy-phenyl)-4-fluoro-2-methyl-thiazole ClC1=C(C=C(C=C1)C1=C(N=C(S1)C)F)OC